tert-butyl(((R)-2-((3E,7E)-13-fluoro-12-(fluoromethyl)-4,8-dimethyltrideca-3,7,11-trien-1-yl)-2,5,7,8-tetramethylchroman-6-yl)oxy)-dimethylsilane C(C)(C)(C)[Si](C)(C)OC=1C(=C2CC[C@@](OC2=C(C1C)C)(C)CC\C=C(\CC\C=C(\CCC=C(CF)CF)/C)/C)C